tert-butyl (3-((1H-pyrazol-4-yl)amino)propyl)(4-fluorophenethyl)carbamate N1N=CC(=C1)NCCCN(C(OC(C)(C)C)=O)CCC1=CC=C(C=C1)F